Cl.COC(=O)C=1C=CC2=C(C=C(O2)C(CN)=O)C1 2-(2-Aminoacetyl)benzofuran-5-formic acid methyl ester hydrochloride